(1aR,5aR)-2-(4-Chloro-pyridin-2-yl)-1a,2,5,5a-tetrahydro-1H-2,3-diaza-cyclopropa[a]pentalene-4-carboxylic acid (2,2,2-trifluoro-1,1-dimethyl-ethyl)-amide FC(C(C)(C)NC(=O)C=1C=2C[C@@H]3[C@H](C2N(N1)C1=NC=CC(=C1)Cl)C3)(F)F